6-(5-fluoropyridin-2-yl)-8-methoxyquinazolin FC=1C=CC(=NC1)C=1C=C2C=NC=NC2=C(C1)OC